N-[4-(3-Cyanophenyl)-5-(2,6-dimethyl-4-pyridyl)thiazol-2-yl]-2,5-dimethyl-piperazine-1-carboxamide C(#N)C=1C=C(C=CC1)C=1N=C(SC1C1=CC(=NC(=C1)C)C)NC(=O)N1C(CNC(C1)C)C